4-(chloromethyl)-2-phenylthiazole ClCC=1N=C(SC1)C1=CC=CC=C1